NC1=C(C=C(C=C1C(F)(F)F)CO)NC(=O)C1=NC(=CC(=C1)C1=C(C=CC=C1)C1=NN=CN1C)NCC N-[2-Amino-5-(hydroxymethyl)-3-(trifluoromethyl)phenyl]-6-(ethylamino)-4-[2-(4-methyl-1,2,4-triazol-3-yl)phenyl]pyridine-2-carboxamide